BrC1=CC(=C(C=C1)[N+](=O)[O-])O[C@@H](C)C1=CC=C(C=C1)Cl 4-bromo-2-[(1S)-1-(4-chlorophenyl)ethoxy]-1-nitrobenzene